4-(1-methylethyl)benzyl-amine CC(C)C1=CC=C(CN)C=C1